F[P-](F)(F)(F)(F)F.ClC1N(CCC1)[P+](F)(F)F chlorotrifluoro-pyrrolidinylphosphonium hexafluorophosphate